OC(CCC=CC=CC(=O)NCC(C)C)C(C=CC)O 8,9-dihydroxy-N-(2-methylpropyl)-2,4,10-dodecatrienamide